2-[(1Z)-5-fluoro-2-methyl-1-{[4-(piperidin-1-yl)phenyl]methylene}-1H-inden-3-yl]-N-hydroxyacetamide FC=1C=C2C(=C(/C(/C2=CC1)=C/C1=CC=C(C=C1)N1CCCCC1)C)CC(=O)NO